BrC=1C=C2C(=NN(C2=CC1)C1=CC(=C(C(=C1)OCOC)F)F)C1CC1 5-Bromo-3-cyclopropyl-1-(3,4-difluoro-5-(methoxymethoxy)phenyl)-1H-indazole